FC=1C=C(C=CC1)CCO 2-(3-fluorophenyl)ethanol